C1(CC1)C=1N=NN(C1)[C@H](C(=O)N1[C@@H](C[C@H](C1)O)C(=O)NCCC1=C(C=CC2=CC=CC=C12)OC)C(C)(C)C (2S,4r)-1-[(2S)-2-(4-cyclopropyl-triazol-1-yl)-3,3-dimethyl-butyryl]-4-hydroxy-N-[2-(2-methoxy-1-naphthyl)ethyl]pyrrolidine-2-carboxamide